FC1=C(C=CC=C1F)[C@@H]1N(OCC1)C1=CC(=NC=N1)NC1=C(C=C(C=C1)N1CCC(CC1)N1[C@@H](CN(CC1)C)C)OC 6-((R)-3-(2,3-difluorophenyl)isoxazolidin-2-yl)-N-(4-(4-((R)-2,4-dimethylpiperazin-1-yl)piperidin-1-yl)-2-methoxyphenyl)pyrimidin-4-amine